COC=1C=C2C(=NC(=NC2=CC1OC)NC1=CC=C(C=C1)C(C)C)C(F)(F)F 6,7-dimethoxy-N-(4-isopropylphenyl)-4-trifluoromethylquinazolin-2-amine